The molecule is an N-acyl-L-alpha-amino acid anion resulting from the deprotonation of the carboxy group of N(2)-[4-(2,4-dichlorophenoxy)butanoyl]-L-glutamine. The major species at pH 7.3. It is a conjugate base of a N(2)-[4-(2,4-dichlorophenoxy)butanoyl]-L-glutamine. C1=CC(=C(C=C1Cl)Cl)OCCCC(=O)N[C@@H](CCC(=O)N)C(=O)[O-]